CC(C(=O)N)(CN1C(=C(C2=CC(=CC=C12)C(F)(F)F)C(CCC1=CC=CC=C1)=O)C1=CC=CC=C1)C 2,2-Dimethyl-3-(2-phenyl-3-(3-phenylpropanoyl)-5-(trifluoromethyl)-1H-indol-1-yl)propanamide